C(CCCCC)(=O)ON(C(CCCCC(OCCCCCCCCCCC)=O)CC(CCCCCCCC)CCCCCCCC)CCO 2-octyldecyl-((2-hydroxyethyl) (6-oxo-6-(undecyloxy) hexyl) amino) hexanoate